BrC=1C=C2C(=NC1)N(C(N2CC(CC)=O)=O)C(C2=CC=CC=C2)(C2=CC=CC=C2)C2=CC=CC=C2 6-bromo-1-(2-oxobutyl)-3-trityl-1,3-dihydro-2H-imidazo[4,5-B]pyridin-2-one